(3-(isopropylsulfanyl)pyridin-2-yl)methylamine hydrochloride Cl.C(C)(C)SC=1C(=NC=CC1)CN